C1(=CC=CC=C1)[Sn](O)(C1=CC=CC=C1)C1=CC=CC=C1 triphenylhydroxytin